3-(5-(thiazol-2-yl)pyridin-3-yl)phenol S1C(=NC=C1)C=1C=C(C=NC1)C=1C=C(C=CC1)O